NC=1C2=C(N=CN1)N(C=C2C2=CC(=C(C=C2)NC(=O)NC=2SC=C(N2)C(C)(C)C)F)C2CC2 1-(4-(4-AMINO-7-CYCLOPROPYL-7H-PYRROLO[2,3-D]PYRIMIDIN-5-YL)-2-FLUOROPHENYL)-3-(4-(TERT-BUTYL)THIAZOL-2-YL)UREA